4-cyclopropyl-N-[(S)-(4,4-difluorocyclohexyl){5-[(1R)-1-(2,2-difluoropropylcarbamoyl)-3,3-difluoropropyl]-4-fluoro-1H-benzimidazol-2-yl}methyl]-1,2,5-oxadiazole-3-carboxamide C1(CC1)C=1C(=NON1)C(=O)N[C@H](C1=NC2=C(N1)C=CC(=C2F)[C@@H](CC(F)F)C(NCC(C)(F)F)=O)C2CCC(CC2)(F)F